O=C(NCCCOCCOCCOCCCNC(OC(C)(C)C)=O)C1=CC=C(C=C1)S(N)(=O)=O tert-butyl (1-oxo-1-(4-sulfamoylphenyl)-6,9,12-trioxa-2-azapentadecan-15-yl)carbamate